C(C1=CC=CC=C1)OC1=C(C=C(C=C1F)F)C1CCC(CC1)OC[C@@H]1N(CC[C@@H]1NCC1=CC=C(C=C1)OC)C(=O)OC(C)(C)C tert-butyl (2R,3S)-2-((((1s,4S)-4-(2-(benzyloxy)-3,5-difluorophenyl)cyclohexyl)oxy)methyl)-3-((4-methoxybenzyl)amino)pyrrolidine-1-carboxylate